1-(sec-butyl)-4-iodobenzene C(C)(CC)C1=CC=C(C=C1)I